((1H-indazol-5-yl)ethynyl)-N-(4-fluoro-2-methoxybenzyl)-[2,4'-bipyrimidin]-2'-amine N1N=CC2=CC(=CC=C12)C#CC1=NC(=NC=C1)C1=NC(=NC=C1)NCC1=C(C=C(C=C1)F)OC